C(C)(C)(C)OC(=O)N[C@@H](CCC(=O)N)C(NS(=O)(=O)C1=CC=CC=C1)=O (4S)-4-(N-tert-butoxycarbonylamino)-4-[(benzenesulfonyl)carbamoyl]butanamide